myristyl monoisostearate C(CCCCCCCCCCCCCCC(C)C)(=O)OCCCCCCCCCCCCCC